1-methyl-1H-pyrazolo[3,4-d]pyrimidin-4-amine CN1N=CC=2C1=NC=NC2N